BrC=1C=CC2=C(N3C(OC4=C2C=2C=C(C=CC2C=C4)OC)C(C(N3)=O)(C)C)C1 13-Bromo-2-methoxy-8,8-dimethyl-7a,8-dihydrobenzo[d]naphtho[1,2-f]pyrazolo[5,1-b][1,3]oxazepin-9(10H)-one